N,N-diethyl-N'-tosylformamidine C(C)N(C=NS(=O)(=O)C1=CC=C(C)C=C1)CC